ClC1=NC=CC2=C1C(=NN2C(C)C)C(CO)O 1-(4-chloro-1-isopropyl-1H-pyrazolo[4,3-c]Pyridin-3-yl)ethane-1,2-diol